N-((5-phenyl-1,3,4-oxadiazol-2-yl)methyl)-4-methylaniline C1(=CC=CC=C1)C1=NN=C(O1)CNC1=CC=C(C=C1)C